3-fluoro-1-(5-fluoropyrimidin-2-yl)-4-hydroxy-piperidine-4-carboxylic acid FC1CN(CCC1(C(=O)O)O)C1=NC=C(C=N1)F